C(C=C)(=O)N1CC(C1)C(=O)N1CCC(CC1)N1N=NC(=C1C)C=1C=C(C=2N(C1)N=CC2C#N)OC(CO)C2=NC=CC=C2 6-(1-(1-(1-acryloylazetidine-3-carbonyl)piperidin-4-yl)-5-methyl-1H-1,2,3-triazol-4-yl)-4-(2-hydroxy-1-(pyridin-2-yl)ethoxy)pyrazolo[1,5-a]pyridine-3-carbonitrile